COC(=O)C1(CC=CCC1)OC 1-methoxycyclohex-3-ene-1-carboxylic acid methyl ester